[1,8]naphthyridin-6-one N1=CC=CC=2CC(C=NC12)=O